(1R)-1-(6-cyclopropyl-4-(2-methyl-2H-pyrazolo[3,4-b]pyridin-5-yl)thieno[2,3-b]pyridin-2-yl)ethanol C1(CC1)C1=CC(=C2C(=N1)SC(=C2)[C@@H](C)O)C2=CC=1C(N=C2)=NN(C1)C